ClC=1C(=NC=CC1C)C=O 3-chloro-4-methylpyridine-carbaldehyde